(5-methyl-3-(morpholinomethyl)-2,3-dihydro-[1,4]oxazino[2,3,4-hi]indol-6-yl)methanone CC=1N2C3=C(C=CC=C3C1C=O)OCC2CN2CCOCC2